C1(CC1)C(=O)N1CC2=CC(=CC=C2CC1)S(=O)(=O)N([C@H](C(F)(F)F)C1=CC=C(C=C1)F)CC (S)-2-(Cyclopropanecarbonyl)-N-ethyl-N-(2,2,2-trifluoro-1-(4-fluorophenyl)ethyl)-1,2,3,4-tetrahydroisoquinoline-7-sulfonamide